(3E,5E)-6-cyclopentyl-5-methylhexa-3,5-dien-2-one C1(CCCC1)/C=C(/C=C/C(C)=O)\C